N-(2-((1R,4R)-5-ethyl-2,5-diazabicyclo[2.2.1]heptane-2-yl)-4-methoxy-5-((6-((R)-3-phenylisoxazolidine-2-yl)pyrimidine-4-yl)amino)phenyl)acrylamide C(C)N1[C@H]2CN([C@@H](C1)C2)C2=C(C=C(C(=C2)OC)NC2=NC=NC(=C2)N2OCC[C@@H]2C2=CC=CC=C2)NC(C=C)=O